3-chloro-N-(4-{1-[(1-cyclopropylethyl)carbamoyl]cyclobutyl}phenyl)benzamide ClC=1C=C(C(=O)NC2=CC=C(C=C2)C2(CCC2)C(NC(C)C2CC2)=O)C=CC1